CO[Si](CC[Si](OC)(OC)OC)(OC)OC hexamethoxydisilylethane